O=C1SC2=C(N1)C=CC(=C2)N2C=NC=1C2=NC(=CC1)C(=O)O 3-(2-oxo-2,3-dihydrobenzo[d]thiazol-6-yl)-3H-imidazo[4,5-b]pyridine-5-carboxylic acid